C1(CC1)C=1C=NN2C1N=C(C=C2NCC2=CC=C(C=C2)C2=NC=CC=C2)N2CC1(C2)CNC1 3-Cyclopropyl-N-(4-(pyridin-2-yl)benzyl)-5-(2,6-diazaspiro[3.3]hept-2-yl)pyrazolo[1,5-a]pyrimidin-7-amine